BrC1=C(SC=C1)C1(CC1)OCCS 2-(1-(3-bromothiophen-2-yl)cyclopropoxy)ethane-1-thiol